NC=1C=2N(C=CN1)C(=NC2C2=C(C=C(C(=O)NC1=NC=CC=C1)C=C2)C)[C@H]2N(CCCC2)S(=O)(=O)C=C 4-(8-amino-3-((S)-1-(vinylsulfonyl)piperidin-2-yl)imidazo[1,5-a]pyrazin-1-yl)-3-methyl-N-(pyridin-2-yl)benzamide